C(C=C)OC1=C(C=C(C=C1)C1=CC(=NC(=C1)C1=NC=CC=C1)C1=NC=CC=C1)OC 4'-(4-(Allyloxy)-3-methoxyphenyl)-2,2':6',2''-terpyridine